CC1=NC(=NO1)C1=C(C=CC(=C1)C(=O)O)C1=CC=CC=C1 (5-methyl-1,2,4-oxadiazol-3-yl)-[1,1'-biphenyl]-4-carboxylic acid